NC1=NC(=C(C=C1C=1C=C2CCNC(C2=CC1)=O)C1=CC(=C(C=C1)N1CCOCC1)CN1CCCCC1)F 6-(2-amino-6-fluoro-5-(4-morpholino-3-(piperidin-1-ylmethyl)phenyl)pyridin-3-yl)-3,4-dihydroisoquinolin-1(2H)-one